NC=1N(C(C=2C=C(C=NC2C1C#N)C1=NC=CC=N1)=O)C1=C(C(=CC=C1C)OC)C 7-amino-6-(3-methoxy-2,6-dimethylphenyl)-5-oxo-3-(pyrimidin-2-yl)-5,6-dihydro-1,6-naphthyridine-8-carbonitrile